ClC1=CC=2C3=C(N=C(C2C=C1)N1CCCC2=C(C=CC=C12)C#CC1(CC1)C(F)(F)F)N=NN3C 8-chloro-1-methyl-5-(5-((1-(trifluoromethyl)cyclopropyl)ethynyl)-3,4-dihydroquinolin-1(2H)-yl)-1H-[1,2,3]triazolo[4,5-c]isoquinoline